FC=1C=C(C=CC1)C(C(CO)C)=O 1-(3-fluorophenyl)-3-hydroxy-2-methylpropan-1-one